O1C=NC2=C1C(=CC=C2)C(=O)N2CCN[C@H]1CC[C@H]21 (1S,6S)-5-(1,3-benzoxazole-7-carbonyl)-2,5-diazabicyclo[4.2.0]octan